4'-chlorobiphenyl ClC1=CC=C(C=C1)C1=CC=CC=C1